N-[(1S)-5-[2-(2-aminopyridin-3-yl)-5-(pyrazol-1-yl)imidazo[4,5-b]pyridin-3-yl]-2,3-dihydro-1H-inden-1-yl]-2-[(1E)-2-carbamoyleth-1-en-1-yl]pyridine-3-carboxamide NC1=NC=CC=C1C1=NC=2C(=NC(=CC2)N2N=CC=C2)N1C=1C=C2CC[C@@H](C2=CC1)NC(=O)C=1C(=NC=CC1)\C=C\C(N)=O